C(C1=CC(C(C=C1)=S)=S)(=O)[O-].[Zn+2].C(C1=CC(C(C=C1)=S)=S)(=O)[O-] zinc toluene-3,4-dithionate